C1(CC1)C1=CC(=NN1)NC1=NC(=NC=C1)N1CC2(CC(C1)C2)C(C)OC N-(5-Cyclopropyl-1H-pyrazol-3-yl)-2-[1-(1-methoxyethyl)-3-azabicyclo[3.1.1]heptan-3-yl]pyrimidin-4-amine